FC(C1=CC=CC(=N1)NS(=O)(=O)CC)F N-(6-(difluoromethyl)pyridin-2-yl)ethanesulfonamide